C(\C=C\C(=O)[O-])(=O)OCCCCCCCCCCCCCCCCCCCCCC docosyl fumarate